N-((4'-Hydroxy-3'-methoxy-4-methyl-[1,1'-biphenyl]-3-yl)carbamothioyl)acetamide OC1=C(C=C(C=C1)C1=CC(=C(C=C1)C)NC(=S)NC(C)=O)OC